2-[(2,2-difluoro-2H-1,3-benzodioxol-5-yl)oxy]-N-{4-[2-(3,4-difluorophenoxy)acetylamino]-2-hydroxybicyclo[2.2.2]octan-1-yl}acetamide FC1(OC2=C(O1)C=CC(=C2)OCC(=O)NC21C(CC(CC2)(CC1)NC(COC1=CC(=C(C=C1)F)F)=O)O)F